ClC1=NC(=C2N=CN(C2=N1)C(C)C)NCC=1C(=NC=CC1)N1CCC2(CC1)CCN(CC2)C 2-chloro-9-isopropyl-N-((2-(9-methyl-3,9-diazaspiro[5.5]undecan-3-yl)pyridin-3-yl)methyl)-9H-purin-6-amine